SC=1SC2=C(N1)C=CC(=C2)C(=O)OC(C)(C)C tert-butyl 2-mercaptobenzo[d]thiazole-6-carboxylate